ClC1=CC2=C(C3=CC=CC=C3C(=C2C=C1)C#CC1=CC=CC=C1)C#CC1=CC=CC=C1 2-chloro-9,10-bis(phenylethynyl)-anthracene